(5Z)-3-ethyl-5-[(1-phenylpyrazol-4-yl)methylene]-2-thioxo-thiazolidin-4-one C(C)N1C(S\C(\C1=O)=C/C=1C=NN(C1)C1=CC=CC=C1)=S